tert-butyl (5R)-7-chloro-4,4-difluoro-5-hydroxy-5-({[(2R)-2-(4-methylbenzenesulfonylamino)-3-phenylpropionyl] oxy} methyl)-2,3,4,5-tetrahydro-1H-1-benzazepin-1-carboxylate ClC=1C=CC2=C([C@](C(CCN2C(=O)OC(C)(C)C)(F)F)(COC([C@@H](CC2=CC=CC=C2)NS(=O)(=O)C2=CC=C(C=C2)C)=O)O)C1